O=C(C(=O)O)C 2-ketopropionic acid